C(C1=CC=CC=C1)O[C@H]1[C@@H](O[C@@H]([C@H]1OCC1=CC=CC=C1)COCC1=CC=CC=C1)C1=CC=C2C(=NC(=NC2=C1)Cl)NC1CCCC1 7-[(2S,3S,4R,5R)-3,4-bis(benzyloxy)-5-[(benzyloxy)methyl]oxolane-2-yl]-2-chloro-N-cyclopentylquinazolin-4-amine